CN1C(N(C=2N=C(N(C2C1=O)C)S(=O)(=O)C)CC#N)=O 2-(1,7-Dimethyl-8-(methylsulfonyl)-2,6-dioxo-1H-purin-3(2H,6H,7H)-yl)acetonitril